(4-iodobenzyl)trimethylammonium IC1=CC=C(C[N+](C)(C)C)C=C1